BrC=1C=C2C=C(N(C2=CC1)C)CC(=O)OC methyl 2-(5-bromo-1-methyl-1H-indol-2-yl)acetate